4-((S)-4-propenoyl-2-methylpiperazin-1-yl)-6-fluoro-2-(((S)-1-methylpyrrolidin-2-yl)methoxy)pyridin C(C=C)(=O)N1C[C@@H](N(CC1)C1=CC(=NC(=C1)F)OC[C@H]1N(CCC1)C)C